(Diisopropylamino)diethylvinylsilane C(C)(C)N(C(C)C)[SiH2]C=C(CC)CC